C1CC12NC(CC2)CO (4-azaspiro[2.4]heptane-5-yl)methanol